1-((3S,4S)-3-((5-fluoropyrimidin-2-yl)oxy)-4-((4-(trifluoromethyl)benzyl)oxy)pyrrolidin-1-yl)prop-2-en-1-one FC=1C=NC(=NC1)O[C@H]1CN(C[C@@H]1OCC1=CC=C(C=C1)C(F)(F)F)C(C=C)=O